N1C=C(C2=CC=CC=C12)C[C@@H](C(=O)NCC1=C(C=CC(=C1)OCCC1CNCCC1)C)NC(CCC(=O)O)=O 4-(((2S)-3-(1H-indol-3-yl)-1-((2-methyl-5-(2-(piperidin-3-yl)ethoxy)benzyl)amino)-1-oxopropan-2-yl)amino)-4-oxobutanoic acid